4-(2-[2,8-dimethylimidazo[1,2-b]pyridazin-6-yl]thieno[3,2-c]pyrazol-5-yl)piperidine CC=1N=C2N(N=C(C=C2C)N2N=C3C(=C2)SC(=C3)C3CCNCC3)C1